COC=1C=C2CCNCC2=CC1OC 6,7-Dimethoxy-1,2,3,4-tetrahydroisoquinoline